niobium (V) pentabutoxide [O-]CCCC.[O-]CCCC.[O-]CCCC.[O-]CCCC.[O-]CCCC.[Nb+5]